OC1=C(C(=O)[O-])C(=CC(=C1)OC(C)C)O 2,6-dihydroxy-4-isopropoxybenzoate